2'-chloro-10,10-dimethyl-10H-spiro[anthracene-9,9'-fluorene] ClC1=CC=2C3(C4=CC=CC=C4C2C=C1)C1=CC=CC=C1C(C=1C=CC=CC13)(C)C